BrC=1C(=C(C=CC1)NC=1C2=C(N=CN1)C=CC(=N2)N2CC(C2)NC(OC(C)(C)C)=O)F tert-Butyl (1-(4-((3-bromo-2-fluorophenyl)amino)pyrido[3,2-d]pyrimidin-6-yl)azetidin-3-yl)carbamate